C(C)(=O)N1CCC(CC1)NCC1=C(C(=NC=C1)NC=1C(=C(C=CC1)C1=C(C(=NC=C1)C1=CC(=C(CNC[C@@H]2CCC(N2)=O)C=C1)OC)Cl)Cl)F (S)-5-(((4-(4-(3-((4-(((1-Acetylpiperidin-4-yl)amino)methyl)-3-fluoropyridin-2-yl)amino)-2-chlorophenyl)-3-chloropyridin-2-yl)-2-methoxybenzyl)amino)methyl)pyrrolidin-2-one